(5-(methyl(phenyl)amino)-[1,2,4]triazolo[4,3-a]quinazolin-8-yl)propan-1-ol CN(C1=NC=2N(C3=CC(=CC=C13)C(CC)O)C=NN2)C2=CC=CC=C2